C(C)(C)(C)C=1C(N(CCC1NC1=CC(=CC=C1)C(F)F)C(=O)OC1(CCCC1)C#CC=1C=NC(=CC1F)Cl)=O 1-((6-chloro-4-fluoropyridin-3-yl)ethynyl)cyclopentan-1-ol tert-Butyl-4-(3-(Difluoromethyl)phenylamino)-2-oxo-5,6-dihydropyridine-1(2H)-carboxylate